S1C(=CC=C1)\C=C\1/CN(C2=CC=CC=C2C1=O)S(=O)(=O)C1=CC=C(C)C=C1 (E)-3-(thiophene-2-ylmethylene)-1-tosyl-2,3-dihydro-4(1H)-quinolinone